epoxycyclohexyl-methyl-trimethoxysilane C12(C(CCCC1)O2)CO[Si](OC)(OC)C